O=C1NC2=C(N1[C@@H]1CC[C@@H](CC1)C(NC1=CC(=C(C=C1)C)OC)=O)C=CC=C2NC(=O)C2=NNC=C2 N-{2-oxo-1-[cis-4-[(3-methoxy-4-methylphenyl)carbamoyl]cyclohexyl]-2,3-dihydro-1H-1,3-benzodiazol-4-yl}-1H-pyrazole-3-carboxamide